2-(4-fluorophenyl)-2,3-dihydro-1H-isoindol-1-one FC1=CC=C(C=C1)N1C(C2=CC=CC=C2C1)=O